(S)-4-((1-(tert-Butoxycarbonyl)pyrrolidin-3-yl)amino)-2-(butylamino)pyrimidine-5-carboxylic acid C(C)(C)(C)OC(=O)N1C[C@H](CC1)NC1=NC(=NC=C1C(=O)O)NCCCC